C1([C@H](O)[C@H](O)[C@H](O1)CO)NCCCCNC(N)=N ribosyl-agmatine